TRIMETHYL-3-CYCLOHEXENE-1-CARBALDEHYDE CC1(C(CCC=C1)(C=O)C)C